COC(=O)C1=C(C=C2C(=N1)CCC2)C#N 3-Cyano-6,7-dihydro-5H-cyclopenta[b]pyridine-2-carboxylic acid methyl ester